C(C)P(OC)(OC)=O ethyldimethylphosphonic acid